(13Z,16Z)-4-(((3-(diethylamino)propoxy)carbonyl)oxy)docosa-13,16-dien-1-yl-2,2-bis(heptyloxy)acetate C(C)N(CCCOC(=O)OC(CCCOC(C(OCCCCCCC)OCCCCCCC)=O)CCCCCCCC\C=C/C\C=C/CCCCC)CC